2-amino-7-phenyl-5,6,7,8-tetrahydropyrido[3,4-d]pyrimidin-4-ol NC=1N=C(C2=C(N1)CN(CC2)C2=CC=CC=C2)O